5-pyrrol-formaldehyde N1C=CC=C1C=O